(2S)-2-(t-butoxycarbonylamino)-3-methylbutanoic acid C(C)(C)(C)OC(=O)N[C@H](C(=O)O)C(C)C